O=C1NC2=C(SC1)C=CC(=C2)C(=O)O 3-oxo-3,4-dihydro-2H-benzo[b][1,4]thiazine-6-carboxylic acid